Methyl-(R)-2-(1-(2-ethyl-6-(5-(hydroxymethyl)-1-methyl-1H-1,2,3-triazol-4-yl)pyridin-3-yl)piperidin-3-yl)acetate COC(C[C@@H]1CN(CCC1)C=1C(=NC(=CC1)C=1N=NN(C1CO)C)CC)=O